(rac)-1-{2'-[6-amino-5-(trifluoromethyl)pyridin-3-yl]-5',6'-dihydrospiro[pyrrolidine-3,4'-pyrrolo[1,2-b]pyrazol]-1-yl}-2-(3,5-difluorophenyl)-2-methylpropan-1-one NC1=C(C=C(C=N1)C=1C=C2N(N1)CC[C@]21CN(CC1)C(C(C)(C)C1=CC(=CC(=C1)F)F)=O)C(F)(F)F |r|